N1C(CCCC1)CNC(C1=C(C=CC(=C1)OCC(F)(F)F)OCC(F)(F)F)=O N-(piperidin-2-ylmethyl)-2,5-bis(2,2,2-trifluoroethoxy)benzamide